1-(5Z,8Z,11Z,14Z-eicosatetraenoyl)-2-(9Z,12Z-octadecadienoyl)-glycero-3-phosphoserine CCCCC/C=C\C/C=C\CCCCCCCC(=O)O[C@H](COC(=O)CCC/C=C\C/C=C\C/C=C\C/C=C\CCCCC)COP(=O)(O)OC[C@@H](C(=O)O)N